BrC1=C(C=C(C=C1CO)NC1=NC=C(C(=N1)N[C@@H]1COCC[C@H]1C#N)Cl)Cl (trans)-3-((2-((4-bromo-3-chloro-5-(hydroxymethyl)phenyl)amino)-5-chloropyrimidin-4-yl)amino)tetrahydro-2H-pyran-4-carbonitrile